3,4-Difluoro-2-(2-fluoro-4-iodoanilino)-5-[[2-fluoro-3-(oxane-4-ylsulfonylamino)phenyl]methyl]benzamide FC=1C(=C(C(=O)N)C=C(C1F)CC1=C(C(=CC=C1)NS(=O)(=O)C1CCOCC1)F)NC1=C(C=C(C=C1)I)F